2-(2-Methyl-2H-indazol-5-yl)-6-(1,2,3,6-tetrahydropyridin-4-yl)[1,3]thiazolo[4,5-b]pyridin-Hydrochlorid Cl.CN1N=C2C=CC(=CC2=C1)C=1SC=2C(=NC=C(C2)C=2CCNCC2)N1